1,4-azaphosphinan N1CCPCC1